N-Boc-(S)-2-amino-3-hydroxy-3-methylbutanoic acid CC(C)(C)OC(=O)N[C@H](C(=O)O)C(C)(C)O